4-chloro-7-(pyrazol-1-yl)-1-{[2-(trimethylsilyl)ethoxy]methyl}indazole ClC1=C2C=NN(C2=C(C=C1)N1N=CC=C1)COCC[Si](C)(C)C